4'-(2-phenylpyrrolidin-1-yl)-2',3',4',5'-tetrahydro-[1,1'-biphenyl]-4-carboxamide C1(=CC=CC=C1)C1N(CCC1)C1CCC(=CC1)C1=CC=C(C=C1)C(=O)N